methyluridine-3'-phosphorothioate P(O)(O)(=S)O[C@H]1[C@H]([C@@](O[C@@H]1CO)(N1C(=O)NC(=O)C=C1)C)O